lithium 2,2-dimethyl-2,3-dihydrobenzofuran-6-sulfinate CC1(OC2=C(C1)C=CC(=C2)S(=O)[O-])C.[Li+]